4-(3-(2-hydroxypropan-2-yl)pyrazolo[1,5-a]pyridin-7-yl)benzonitrile OC(C)(C)C=1C=NN2C1C=CC=C2C2=CC=C(C#N)C=C2